C(C)OC=1N=CC2=C(N1)N(C(C(=C2)C2=CC=C(C=C2)OC)=O)C=2C=NC(=CC2)OC(F)(F)F 2-ethoxy-6-(4-methoxyphenyl)-8-(6-(trifluoromethoxy)pyridin-3-yl)pyrido[2,3-d]pyrimidin-7(8H)-one